6-(6-methoxy-5-{[(1R,2S)-2-phenylcyclopropyl]carbamoyl}-pyridin-3-yl)-N-methyl-1H-indazole-3-carboxamide COC1=C(C=C(C=N1)C1=CC=C2C(=NNC2=C1)C(=O)NC)C(N[C@H]1[C@@H](C1)C1=CC=CC=C1)=O